(5-(((5-(tert-butyl)oxazol-2-yl)methyl)thio)thiazol-2-yl)-1'-(4-(cyclopropyl(methylamino)methyl)benzyl)-[1,4'-bipiperidine]-4-carboxamide hydrochloride Cl.C(C)(C)(C)C1=CN=C(O1)CSC1=CN=C(S1)C1N(CCC(C1)C(=O)N)C1CCN(CC1)CC1=CC=C(C=C1)C(NC)C1CC1